4-ethyl-3-(4-methanesulfonylphenyl)-6-{4-[4-(propan-2-yl)piperazin-1-yl]phenyl}-1,2-dihydro-quinolin-2-one C(C)C1=C(C(NC2=CC=C(C=C12)C1=CC=C(C=C1)N1CCN(CC1)C(C)C)=O)C1=CC=C(C=C1)S(=O)(=O)C